2-[bis(3-chloro-4-fluorophenyl)methyl]-4-iodo-5-(methylsulfanyl)-1-{[2-(trimethyl-silyl)ethoxy]methyl}-1H-imidazole ClC=1C=C(C=CC1F)C(C=1N(C(=C(N1)I)SC)COCC[Si](C)(C)C)C1=CC(=C(C=C1)F)Cl